CC1CC=2NN3C(=CNCC3)C2CN1 3-methyl-1,2,3,4,8,9-hexahydropyrido[4',3':3,4]Pyrazolo[1,5-a]Pyrazine